(14E)-17-chloro-14-heptadecenyl acetate C(C)(=O)OCCCCCCCCCCCCC\C=C\CCCl